(methylamino)-6-(3-methylimidazo[4,5-c]pyridin-7-yl)-3-(4-morpholinoanilino)pyrazine-2-carboxamide CNC=1N=C(C(=NC1C=1C2=C(C=NC1)N(C=N2)C)C(=O)N)NC2=CC=C(C=C2)N2CCOCC2